C(CCCCCCCCCCC)(=O)N[C@@H](CCC(N)=O)C(=O)O lauroyl-glutaminic acid